(1,5-dimethyl-1-vinyl-hex-4-enyl) acetate C(C)(=O)OC(CCC=C(C)C)(C=C)C